C1(CC1)N1CCN(CC1)C1=CC2=NC=3C(C4=C(C(C3N=C2C=C1)=O)C=CC=N4)=O 9-(4-Cyclopropylpiperazin-1-yl)pyrido[3,2-b]phenazine-5,12-dione